(S)-2-[(4-Amino-5-benzoylthiazol-2-yl)-(3-pyridyl)amino]propanamid NC=1N=C(SC1C(C1=CC=CC=C1)=O)N([C@H](C(=O)N)C)C=1C=NC=CC1